OC(C)(C)C=1C(=CC=2N(N1)C(=CN2)C2=CC=CC(=N2)N[C@H]2CN(CCC2)C(=O)OC(C)(C)C)OC tert-butyl (3R)-3-[[6-[6-(1-hydroxy-1-methyl-ethyl)-7-methoxy-imidazo[1,2-b]pyridazin-3-yl]-2-pyridyl]amino]piperidine-1-carboxylate